tert-butyl (3R,4R)-3-({8-carbamoyl-6-chloropyrido[3,2-d]pyrimidin-4-yl} amino)-4-fluoropiperidine-1-carboxylate C(N)(=O)C1=CC(=NC2=C1N=CN=C2N[C@@H]2CN(CC[C@H]2F)C(=O)OC(C)(C)C)Cl